FC(C=1C(=CN(C(C1)=O)C)C(=O)NC1=C(C=C(C(=C1)C=1C=NC(=NC1)N1CCOCC1)F)N1C[C@H](N(CC1)C)C)F 4-(difluoromethyl)-N-[4-fluoro-5-(2-morpholin-4-ylpyrimidin-5-yl)-2-[(3R)-3,4-dimethylpiperazin-1-yl]phenyl]-1-methyl-6-oxopyridine-3-carboxamide